N-(4-methyl-3-(pyridin-2-yl)phenyl)-2,3-dihydro-2,5-methanobenzo[f][1,4]oxazepine-4(5H)-carboxamide CC1=C(C=C(C=C1)NC(=O)N1CC2OC3=C(C1C2)C=CC=C3)C3=NC=CC=C3